(3-Pyridinesulfonyl)-N-(4-(4-(dimethylamino)-1-piperidinyl)-2-methoxyphenyl)-2-amino-7H-pyrrolo[2,3-d]pyrimidine N1=CC(=CC=C1)S(=O)(=O)C=1C2=C(N(C(N1)N)C1=C(C=C(C=C1)N1CCC(CC1)N(C)C)OC)NC=C2